FC=1C=CC=C(C1)C1=C(C(=O)N(C(C)C)C(C)C)C=CC=C1 5-fluoro-N,N-diisopropyl-phenylbenzamide